S(=O)(=O)(O)O.OCCC1=C(C=CC(=C1)N)N 2-(2-Hydroxyethyl)-p-phenylendiamin Sulfat